P-(4-(5-(chlorodifluoromethyl)-1,2,4-oxadiazol-3-yl)phenyl)-N-(3,4-difluorophenyl)-P-methylphosphinic amide ClC(C1=NC(=NO1)C1=CC=C(C=C1)P(NC1=CC(=C(C=C1)F)F)(=O)C)(F)F